C(C(=C)C)(=O)OCCCOC=1C=CC=2C(C3=CC=CC=C3OC2C1)=O 3-((9-oxo-9H-xanthen-3-yl)oxy)propyl methacrylate